5-oxopyrrolidine-1-carboxamide O=C1CCCN1C(=O)N